ethyl (3R)-3-(3-nitrophenyl)butanoate [N+](=O)([O-])C=1C=C(C=CC1)[C@@H](CC(=O)OCC)C